OC(C)C(C(C)O)(C(C)O)C(C)O 3,3-bis-(1-hydroxy-ethyl)-pentane-2,4-diol